ClC1=C(CC(C(=O)OCC)CS(=O)(=O)C2CCCCC2)C=CC=C1 ethyl 2-(2-chlorobenzyl)-3-(cyclohexylsulphonyl)propanoate